OC1(COC1)CC1=C(C(=O)N)C=CC=C1 ((3-hydroxyoxetan-3-yl)methyl)benzamide